8-fluoro-6-(1-(1-isobutylazepan-4-yl)piperidin-4-yl)-2-(4-(methylsulfonyl)phenyl)imidazo[1,2-a]pyridine FC=1C=2N(C=C(C1)C1CCN(CC1)C1CCN(CCC1)CC(C)C)C=C(N2)C2=CC=C(C=C2)S(=O)(=O)C